2-(6-benzyloxy-5-fluoro-3-pyridyl)-5-chloropyrazine C(C1=CC=CC=C1)OC1=C(C=C(C=N1)C1=NC=C(N=C1)Cl)F